C(C1=CC=CC=C1)OC(=O)N1CCC(CC1)OCCOCCN1N=NC2=C1C=CC(=C2C)C(=O)O 1-(2-(2-((1-((benzyloxy)carbonyl)piperidin-4-yl)oxy)ethoxy)ethyl)-4-methyl-1H-benzo[d][1,2,3]triazole-5-carboxylic acid